2-hydroxy-5-(2-methoxyphenyl)benzaldehyde OC1=C(C=O)C=C(C=C1)C1=C(C=CC=C1)OC